C(#N)/C(/C(=O)NC(C1=CC=CC=C1)C#N)=C\C1=CNC2=NC=CC=C21 (E)-2-cyano-N-(cyano(phenyl)methyl)-3-(1H-pyrrolo[2,3-b]pyridin-3-yl)acrylamide